2-(1H-Pyrazole-4-yl)quinoline N1N=CC(=C1)C1=NC2=CC=CC=C2C=C1